18-(oxan-2-yl)-9,13-dioxa-4,5,18,19,22-pentaazatetracyclo[12.5.2.12,5.017,20]docosa-1(19),2(22),3,14(21),15,17(20)-hexaene O1C(CCCC1)N1C=2C=CC=3OCCCOCCCN4N=CC(C(=N1)C2C3)=N4